C(C1=CC=CC=C1)(=O)O[C@@H]1[C@H](O[C@H]([C@@H]1O)N1C2=NC=NC(=C2N=C1)NC(C1=CC=CC=C1)=O)COC(C1=CC=CC=C1)(C1=CC=C(C=C1)OC)C1=CC=C(C=C1)OC (2R,3S,4R,5R)-5-(6-benzamido-9H-purin-9-yl)-2-{[bis(4-methoxyphenyl)(phenyl)methoxy]methyl}-4-hydroxyoxolan-3-yl benzoate